NC1=C(SC=2N=C(N=CC21)C)C(=O)NC2CC=1C=C(C(=NC1CC2)N2CC(C(C2)C(COC)(F)F)N)F 5-amino-N-{2-[3-amino-4-(1,1-difluoro-2-methoxyethyl)pyrrolidin-1-yl]-3-fluoro-5,6,7,8-tetrahydroquinolin-6-yl}-2-methylthieno[2,3-d]pyrimidine-6-carboxamide